C(C)NC(ON(C)CCOC1=CC(=CC=C1)CC(=O)NC=1SC(=C(N1)C=1C=C2CCN(C2=CC1)C(=O)C1CC1)C)=O ((2-(3-(2-(4-(1-(cyclopropanecarbonyl) indolin-5-yl)-5-methylthiazol-2-ylamino)-2-oxoethyl) phenoxy) ethyl) (methyl) amino) ethylcarbamate